5-(pyridin-2-yl)isoxazole-3-carboxylic acid ethyl ester C(C)OC(=O)C1=NOC(=C1)C1=NC=CC=C1